2-chloro-N-(methylcarbamoyl)propanamide ClC(C(=O)NC(NC)=O)C